C1=CC=CC=2C3=CC=CC=C3C(C12)COC(=O)NCCOCCC(=O)N(CC(NCCOCCC(=O)O)=O)CC(NCCOCCC(=O)O)=O 10-(3-(2-((((9H-fluoren-9-yl)methoxy)carbonyl)amino)ethoxy)propanoyl)-8,12-dioxo-4,16-dioxa-7,10,13-triazanonadecanedioic acid